BrC=1C(=C(C(=CC1)F)S(=O)(=O)NC)C 3-bromo-6-fluoro-N,2-dimethylbenzenesulfonamide